C(C)(C)(C)OC(=O)N1CC=C(CC1)C1=C(C(=CC=C1)Cl)C(F)(F)F 4-(3-chloro-2-(trifluoromethyl)phenyl)-5,6-dihydropyridine-1(2H)-carboxylic acid tert-butyl ester